ClC1=NC=CC2=C1C(=NN2C(C2=CC=CC=C2)(C2=CC=CC=C2)C2=CC=CC=C2)O 4-chloro-1-trityl-pyrazolo[4,3-c]pyridin-3-ol